7-bromo-4-hydroxy-2,3-dihydro-1-benzofuran-5-carboxylic acid BrC1=CC(=C(C=2CCOC21)O)C(=O)O